(R)-1-(2-amino-5-fluoro-4-(2-morpholinopyrimidin-5-yl)phenyl)-N-(cyclopropylmethyl)-N-methylpyrrolidin-3-amine NC1=C(C=C(C(=C1)C=1C=NC(=NC1)N1CCOCC1)F)N1C[C@@H](CC1)N(C)CC1CC1